2,3,5-trifluoro-4-hydroxy-N-[(4-{5-[2-(piperazin-1-yl)pyrimidin-4-yl]-1,2,4-oxadiazol-3-yl}bicyclo[2.2.2]octan-1-yl)methyl]benzamide FC1=C(C(=O)NCC23CCC(CC2)(CC3)C3=NOC(=N3)C3=NC(=NC=C3)N3CCNCC3)C=C(C(=C1F)O)F